F[C@@H]1[C@@]2(C1)CN(C(C1=CC=C(C=C12)I)=O)CC(=O)NC1CC(C1)(C)O 2-[(2's,4r)-2'-fluoro-6-iodo-1-oxospiro[3H-isoquinoline-4,1'-cyclopropane]-2-yl]-N-(cis-3-hydroxy-3-methylcyclobutyl)acetamide